N-(4-(chlorodifluoromethoxy)phenyl)-6-((R)-3-fluoropyrrolidin-1-yl)-5-(2-(tetrahydro-2H-pyran-2-yl)-2,4-dihydropyrazolo[3',4':3,4]cyclopenta[1,2-b]pyridin-7-yl)nicotinamide ClC(OC1=CC=C(C=C1)NC(C1=CN=C(C(=C1)C=1C=C2C(=NC1)CC=1C2=NN(C1)C1OCCCC1)N1C[C@@H](CC1)F)=O)(F)F